COC(=O)C1=CC=C2CN(C(=NC2=C1)N(CC1=NC=C(C(=C1C)OC)C)CC1=NC=C(C(=C1C)OC)C)CC=1OC=CC1 2-(bis((4-methoxy-3,5-dimethylpyridin-2-yl)methyl)amino)-3-(furan-2-ylmethyl)-3,4-dihydroquinazoline-7-carboxylic acid methyl ester